FC1(C(CNC1)N(C(OC(C)(C)C)=O)C)F tert-butyl (4,4-difluoropyrrolidin-3-yl)(methyl)carbamate